OC1=CC(N(C=C1C)C)=O 4-hydroxy-1,5-dimethylpyridin-2(1H)-one